ClC1=C(C(=CC=C1)O)C=1CCN(CC1)C(=O)OC(C)(C)C tert-butyl 4-(2-chloro-6-hydroxyphenyl)-1,2,3,6-tetrahydropyridine-1-carboxylate